CC(=CCC1=C(C=C(C=C1O)CCCCC)O)C 2-(3-Methylbut-2-enyl)-5-pentylbenzene-1,3-diol